C(C)N(C(OC(C)(C)C)=O)[C@@H]1CN(CC1)C=1C2=CN(N=C2C(=C(C1)OC)C(NC=1C=C(C=2N(C1)C=C(N2)C)F)=O)C tert-butyl N-ethyl-N-[(3S)-1-[7-[(8-fluoro-2-methyl-imidazo[1,2-a]pyridin-6-yl)carbamoyl]-6-methoxy-2-methyl-indazol-4-yl]-pyrrolidin-3-yl]carbamate